ClC=1C=C(C=CC1C(=O)N1CC2(C1)CN(C2)C([C@H]2NCCC2)=O)NC=2C=1N(C=CN2)C(=CN1)C=1C(=NN(C1)CC#N)C(F)(F)F (S)-2-(4-(8-((3-chloro-4-(6-prolyl-2,6-diazaspiro[3.3]heptane-2-carbonyl)phenyl)amino)imidazo[1,2-a]pyrazin-3-yl)-3-(trifluoromethyl)-1H-pyrazol-1-yl)acetonitrile